methyl 6-(chlorocarbonyl)-2-naphthoate ClC(=O)C=1C=C2C=CC(=CC2=CC1)C(=O)OC